C=C\C=C\CCC (E)-hepta-1,3-diene